C1(CC1)N1[C@H](CNCC1)COC (R)-1-cyclopropyl-2-(methoxymethyl)piperazine